C[C@]12CCC(=O)C=C1[C@@H]3C[C@@H]3[C@@H]4[C@@H]2CC[C@]5([C@H]4[C@@H]6C[C@@H]6[C@@]57CCC(=O)O7)C 15β,16β-Dimethylene-3-oxo-17α-pregn-4-ene-21,17-carbolactone